COC(=O)C12CC3(CC(CC(C1)C3)C2)C(=O)OC dimethyl-1,3-adamantanedicarboxylate